tert-butyl (2S,5R)-4-[3-(dimethylamino)-2,2-dimethyl-propanoyl]-5-methyl-2-phenyl-piperazine-1-carboxylate CN(CC(C(=O)N1C[C@@H](N(C[C@H]1C)C(=O)OC(C)(C)C)C1=CC=CC=C1)(C)C)C